3-[3'-Adamantan-1-yl-4'-hydroxy-2-tert-butoxyiminomethyl-biphenyl-4-yl]-acrylic acid C12(CC3CC(CC(C1)C3)C2)C=2C=C(C=CC2O)C2=C(C=C(C=C2)C=CC(=O)O)C=NOC(C)(C)C